2,5-dichloro-trifluoromethylbenzene ClC1=C(C=C(C=C1)Cl)C(F)(F)F